NC1=CC=C(N=N1)C1CCN(CC1)C(=O)C1=NC=C(C(=C1)OC)C1=CC(=CC=C1)OCC(C)C [4-(6-Aminopyridazin-3-yl)-piperidin-1-yl]-[5-(3-isobutoxy-phenyl)-4-methoxy-pyridin-2-yl]-methanon